C(C)(C)(C)OC(=O)N[C@@H](CCCN/C(/NC(=O)OC(C)(C)C)=N\C(=O)OC(C)(C)C)C(=O)O (E)-N2,Nω,Nω'-tri(t-butoxycarbonyl)-L-arginine